2-(2,6-dioxo-1-((2-(trimethylsilyl)ethoxy)methyl)piperidin-3-yl)-4-methoxy-3-oxoisoindoline-5-carbaldehyde O=C1N(C(CCC1N1CC2=CC=C(C(=C2C1=O)OC)C=O)=O)COCC[Si](C)(C)C